S(C)(=O)(=O)O.COC([C@@H](NC(=O)OC(C)(C)C)CCO)=O N-BOC-L-homoserine methyl ester mesylate